2-Phenoxydiethyleneglycol methacrylat C(C(=C)C)(=O)O.O(C1=CC=CC=C1)C(CO)OCCO